1-[(3,3-diphenylpropyl)(methyl)amino]-2-methyl-2-propanol C1(=CC=CC=C1)C(CCN(CC(C)(O)C)C)C1=CC=CC=C1